1-cis-3-(4-hydroxyphenyl)-4-(4-methoxy-3-methylphenyl)chroman-7-ol iron (iii) nitrate [N+](=O)([O-])[O-].[Fe+3].OC1=CC=C(C=C1)C1COC2=CC(=CC=C2C1C1=CC(=C(C=C1)OC)C)O.[N+](=O)([O-])[O-].[N+](=O)([O-])[O-]